S1C2=C(C(=C1)NC(=O)NC1=C(C=C(C(=C1)C=1C(N(C3=CC(=NC=C3C1)NC)CC(F)(F)F)=O)F)F)C=CC=C2 1-(benzo[b]thiophen-3-yl)-3-(2,4-difluoro-5-(7-(methylamino)-2-oxo-1-(2,2,2-trifluoroethyl)-1,2-dihydro-1,6-naphthyridin-3-yl)phenyl)urea